FC(C(=O)O)(F)F.FC(C(=O)O)(F)F.NCC(CC=1N(C(NN1)=O)CC1=CC=C(C=C1)C1=CC=C(C=C1)N1CCNCC1)=C(F)F [2-(aminomethyl)-3,3-difluoro-allyl]-4-[[4-(4-piperazin-1-ylphenyl)phenyl]methyl]-1,2,4-triazol-3-one bistrifluoroacetate